CC(CC\C=C\CCC)=O (E)-5-nonen-2-one